C1(CC1)CNC1=C(C(=O)O)C=CC(=C1)N1C=CC=2C1=NC(=CN2)C=2C=CC1=CN(N=C1C2)C 2-((Cyclopropylmethyl)amino)-4-(3-(2-methyl-2H-indazol-6-yl)-5H-pyrrolo[2,3-b]pyrazin-5-yl)benzoic acid